C(CC)N(CCC)[Si](C=1C=C(C=C)C=CC1)(C)C 3-((N,N-dipropylamino)dimethylsilyl)styrene